1-[trans-4-cyanotetrahydro-2H-pyran-3-yl]-3-[(2-hydroxy-1,2-benzoxaborinin-6-yl)amino]pyrazole-4-carboxamide C(#N)[C@H]1[C@@H](COCC1)N1N=C(C(=C1)C(=O)N)NC=1C=CC2=C(C=CB(O2)O)C1